6-bromo-8-chloro-3,3-dipropyl-2,3-dihydroimidazo[1,5-a]pyridine-1,5-dione BrC1=CC(=C2N(C1=O)C(NC2=O)(CCC)CCC)Cl